(trans)-6-nonenylamide C(CCCC\C=C\CC)[NH-]